2-bromo-7,7-dimethyl-7H-naphthalene BrC1=CC2=CC(CC=C2C=C1)(C)C